N1N=C(C=C1)C=O pyrazole-3-carbaldehyde